OC(CC1=CC=CC2=CC=CC=C12)=C1C(OC(OC1=O)(C)[CH2+])=O (5-(1-hydroxy-2-(naphthalen-1-yl)ethylidene)-2-methyl-4,6-dioxo-1,3-dioxan-2-yl)methylium